ClC1=C2C(NN=C(C2=CC(=C1)B1OC(C(O1)(C)C)(C)C)CNC([O-])=O)=O [[5-chloro-4-oxo-7-(4,4,5,5-tetramethyl-1,3,2-dioxaborolan-2-yl)-3H-phthalazin-1-yl]methyl]carbamate